(3R,4R)-3-(4-(benzyloxy)-3-methoxybenzyl)-4-(3,4-dimethoxybenzyl)-3-methyldihydrofuran-2(3H)-one C(C1=CC=CC=C1)OC1=C(C=C(C[C@]2(C(OC[C@@H]2CC2=CC(=C(C=C2)OC)OC)=O)C)C=C1)OC